6-(3,4-dichloro-phenyl)-4-(N,N-dimethylaminoethylthio)-2-phenyl-pyrimidine ClC=1C=C(C=CC1Cl)C1=CC(=NC(=N1)C1=CC=CC=C1)SCCN(C)C